5-Amino-1-[2,6-dichloro-4-(trifluoromethyl)phenyl]-4-(trifluoromethanesulfinyl)-1H-pyrazole-3-carbonitrile NC1=C(C(=NN1C1=C(C=C(C=C1Cl)C(F)(F)F)Cl)C#N)S(=O)C(F)(F)F